FC1=CC(=CC2=C1[C@H](N(C(O2)=O)CC2=C(C(=CC=C2)NS(NC)(=O)=O)F)C)OC=2N=NC=CC2 (R)-5-fluoro-3-({2-fluoro-3-[(methylsulfamoyl)amino]phenyl}methyl)-4-methyl-7-(pyridazin-3-yloxy)-3,4-dihydro-2H-1,3-benzoxazin-2-one